N-[[6-({[(2,2-difluorocyclopropyl)methyl]amino}methyl)imidazo[1,2-a]pyridin-2-yl]methyl]-4-oxo-4H-pyrido[1,2-a]pyrimidine-2-carboxamide FC1(C(C1)CNCC=1C=CC=2N(C1)C=C(N2)CNC(=O)C=2N=C1N(C(C2)=O)C=CC=C1)F